methyl (S)-2-amino-4-(3-((tert-butoxycarbonyl)amino)pyrrolidin-1-yl)benzo[d]thiazole-6-carboxylate NC=1SC2=C(N1)C(=CC(=C2)C(=O)OC)N2C[C@H](CC2)NC(=O)OC(C)(C)C